C(C)(C)OC=1C(=CC2=CN(N=C2C1)C1CCNCC1)C(=O)NC=1C(N(C=CC1)[C@@H]1[C@@H](C1)F)=O |r| 6-isopropoxy-N-[2-oxo-1-[rac-(1S,2R)-2-fluorocyclopropyl]-3-pyridyl]-2-(4-piperidyl)indazole-5-carboxamide